1,2-oxazole-4-carboxylate O1N=CC(=C1)C(=O)[O-]